CN1C(N(C2=NC(=NC=C12)NC=1C=NC(=CC1C)C=1C=NOC1C)C1CCOCC1)=O 7-methyl-2-((4-methyl-6-(5-methylisoxazol-4-yl)pyridin-3-yl)amino)-9-(tetrahydro-2H-pyran-4-yl)-7,9-dihydro-8H-purin-8-one